C(CC)[Si](OCC)(OCC)C Propyl-(methyl)diethoxysilane